N,N-Diethyl-2,3,5,6-tetrafluoropyridin-4-amine C(C)N(C1=C(C(=NC(=C1F)F)F)F)CC